(2-Amino-5-bromophenyl)dimethylphosphine oxide NC1=C(C=C(C=C1)Br)P(C)(C)=O